N1(CCC1)C1=NC=C(C(=O)NC2=C(C=CC(=C2)C(=O)N2CCC(CC2)(F)C2=CC=C(C=C2)C#N)F)C=C1 6-(azetidin-1-yl)-N-(5-(4-(4-cyanophenyl)-4-fluoropiperidine-1-carbonyl)-2-fluorophenyl)nicotinamide